ClCC(=O)N1CCC2(N(C(CS2)=O)CC=2OC(=CC2)C2=CC(=CC3=CC=CC=C23)OC)CC1 8-(2-Chloroacetyl)-4-((5-(3-methoxynaphthalen-1-yl)furan-2-yl)methyl)-1-thia-4,8-diazaspiro[4.5]decan-3-one